(R)-4-(3-((2-(cyclopropanecarboxamido)thiazol-5-yl)sulfanyl)-2-fluoro-6-methoxy-4-methylbenzoyl)-2-methylpiperazine-1-carboxylic acid tert-butyl ester C(C)(C)(C)OC(=O)N1[C@@H](CN(CC1)C(C1=C(C(=C(C=C1OC)C)SC1=CN=C(S1)NC(=O)C1CC1)F)=O)C